titanium oxide cerium [Ce+3].[O-2].[Ti+4]